(R)-N-((R)-(3-amino-4-fluorophenyl)(3-cyanophenyl)methyl)-2-methylpropane-2-sulfinamide NC=1C=C(C=CC1F)[C@H](N[S@](=O)C(C)(C)C)C1=CC(=CC=C1)C#N